ClC=1C=C2CCN(C2=CC1)C(=O)C=1C=CC=2N(C1)C(=CN2)C=2C=CC(=NC2)NC(OC)=O methyl N-[5-[6-(5-chloroindoline-1-carbonyl)imidazo[1,2-a]pyridin-3-yl]-2-pyridyl]carbamate